benzoimidazole-5-carboxylic acid (2-acetylamino-ethyl)-amide C(C)(=O)NCCNC(=O)C1=CC2=C(N=CN2)C=C1